methyl (2R)-3-[(4-[[(benzyloxy)carbonyl]amino]butanoyl)sulfanyl]-2-(3-[[(4R)-2,2,5,5-tetramethyl-1,3-dioxan-4-yl]formamido]propanamido)propanoate C(C1=CC=CC=C1)OC(=O)NCCCC(=O)SC[C@@H](C(=O)OC)NC(CCNC(=O)[C@@H]1OC(OCC1(C)C)(C)C)=O